N-(8-amino-6-(1-methyl-6-oxo-1,6-dihydropyridin-2-yl)isoquinolin-3-yl)-2-fluorocyclopropane-1-carboxamide NC=1C=C(C=C2C=C(N=CC12)NC(=O)C1C(C1)F)C=1N(C(C=CC1)=O)C